5-((1-(4-Fluorobenzyl)piperidin-4-yl)methoxy)pyridin-3-amine FC1=CC=C(CN2CCC(CC2)COC=2C=C(C=NC2)N)C=C1